COC=1C=2N(C=C(C1)C=1C=C3C(NC(=NC3=CC1)C1CCN(CC1)C)=O)C=C(N2)C 6-(8-methoxy-2-methylimidazo[1,2-a]pyridine-6-yl)-2-(1-methylpiperidin-4-yl)quinazoline-4(3H)-one